methyl (S)-2-(3-amino-1-(4-((6-amino-9H-purin-9-yl)methyl)-6-(3-fluorophenyl)pyridin-3-yl)piperidin-3-yl)acetate N[C@]1(CN(CCC1)C=1C=NC(=CC1CN1C2=NC=NC(=C2N=C1)N)C1=CC(=CC=C1)F)CC(=O)OC